FC1=CC=C(C=C1)C=1C=CC=2N=CN=C(C2N1)N[C@H](C)C=1C=NC(=NC1)C(F)(F)F (R)-6-(4-fluorophenyl)-N-(1-(2-(trifluoromethyl)pyrimidin-5-yl)ethyl)pyrido[3,2-d]pyrimidin-4-amine